diselenophosphonate P([Se-])([O-])=[Se]